(3S,6S,9S,12S)-6-(aminomethyl)-9-cyclohexyl-15-hexyl-3-((S)-1-hydroxyethyl)-12-isobutyl-13,16-dimethyl-1,4,7,10,13,16-hexaazacyclooctadecane-2,5,8,11,14-pentaone NC[C@H]1C(N[C@H](C(NCCN(C(C(N([C@H](C(N[C@H](C(N1)=O)C1CCCCC1)=O)CC(C)C)C)=O)CCCCCC)C)=O)[C@H](C)O)=O